C(C)C12COCN2COC1 5-ethyl-1-aza-3,7-dioxabicyclo[3.3.0]Octane